[3-(3-hydroxy-propyl)phenyl]boronic acid OCCCC=1C=C(C=CC1)B(O)O